C(#N)C=1C=C(C=C(C1)F)[C@H]1N(OCC1)C(=O)[C@@H]1CC[C@H](CC1)CN1N=CC2=CC=C(C=C12)C#N trans-1-((4-((S)-3-(3-cyano-5-fluorophenyl)isoxazolidine-2-carbonyl)cyclohexyl)methyl)-1H-indazole-6-carbonitrile